ClC=1C(=NC(=NC1)NC1CCOCC1)C1=CC=C2CN(C(C2=C1)=O)[C@@H](C(=O)N[C@H]([C@H](C)O)C1=NC(=C(C=C1)F)C)C (2R)-2-(6-{5-chloro-2-[(oxacyclohex-4-yl)amino]pyrimidin-4-yl}-1-oxo-2,3-dihydro-1H-isoindol-2-yl)-N-[(1S,2S)-1-(5-fluoro-6-methylpyridin-2-yl)-2-hydroxypropyl]propionamide